P(=O)([O-])([O-])[O-].[Fe+2].[Mo+4].P(=O)([O-])([O-])[O-] molybdenum iron phosphate